5-(5-chloro-2-(1H-tetrazol-1-yl)phenyl)pyridine 1-oxide ClC=1C=CC(=C(C1)C=1C=CC=[N+](C1)[O-])N1N=NN=C1